ClC=1N=CC(=NC1C)C(=O)OC methyl 5-chloro-6-methylpyrazine-2-carboxylate